3-((4-(5-chloro-2-((1-cyclopropyl-1H-pyrazol-4-yl)amino)pyrimidin-4-yl)-2-fluorophenyl)(methyl)amino)-2,2-dimethylpropanenitrile ClC=1C(=NC(=NC1)NC=1C=NN(C1)C1CC1)C1=CC(=C(C=C1)N(CC(C#N)(C)C)C)F